methyl (±)-2-bromo-4-[3-[(4,5-dichloro-1-methyl-indole-2-carbonyl)amino] tetrahydrofuran-3-yl]benzoate BrC1=C(C(=O)OC)C=CC(=C1)[C@]1(COCC1)NC(=O)C=1N(C2=CC=C(C(=C2C1)Cl)Cl)C |r|